N1=CC=C(C=C1)N1CCC(CC1)CN1CCNCC1 [[1-(4-PYRIDINYL)-4-PIPERIDINYL]METHYL]PIPERAZINE